[Cl-].C(C=C)(=O)NCCC[N+](CC1=CC=CC=C1)(C)C N-acrylamidopropyl-N,N-dimethyl-N-benzyl-ammonium chloride